C(C)SC1=NN(C=N1)CC1=CC=C(C=C1)C1=NOC(=N1)C(F)(F)F 3-[4-[(3-ethylsulfanyl-1,2,4-triazol-1-yl)methyl]phenyl]-5-(trifluoromethyl)-1,2,4-oxadiazole